6-methyl-2,3-dihydro-1H-inden-1-one CC1=CC=C2CCC(C2=C1)=O